5-(1-methyl-1H-benzo[d][1,2,3]triazol-6-yl)-N-(trans-4-(4-methylpiperazin-1-yl)cyclohexyl)pyrrolo[2,1-f][1,2,4]triazin-2-amine CN1N=NC2=C1C=C(C=C2)C=2C=CN1N=C(N=CC12)N[C@@H]1CC[C@H](CC1)N1CCN(CC1)C